bis(2-methyldibenzo[F,H]quinoxaline) iridium [Ir].CC1=NC2=C3C(=C4C(=C2N=C1)C=CC=C4)C=CC=C3.CC3=NC4=C1C(=C2C(=C4N=C3)C=CC=C2)C=CC=C1